l-6-phenyl-2,3,5,6-tetrahydroimidazo[2,1-b]Thiazole C1(=CC=CC=C1)C1N=C2SCCN2C1